(R)-5-(2-(3-hydroxy-3-methylbutyl)-5-(3-Sulfamoylbenzamido)-2H-indazole-6-yl)-N-(1-(methylamino)-1-oxopropan-2-yl)nicotinamide OC(CCN1N=C2C=C(C(=CC2=C1)NC(C1=CC(=CC=C1)S(N)(=O)=O)=O)C=1C=NC=C(C(=O)N[C@@H](C(=O)NC)C)C1)(C)C